C(C)C=1C(=NNC1C)N 4-ethyl-5-methyl-1H-pyrazol-3-amine